4-amino-N-((3S)-4-fluoro-6-(trifluoro-methyl)-2,3-dihydro-1-benzofuran-3-yl)-N-methyl-1,3-dihydrofuro[3,4-c]-quinoline-8-carboxamide NC1=NC=2C=CC(=CC2C2=C1COC2)C(=O)N(C)[C@@H]2COC1=C2C(=CC(=C1)C(F)(F)F)F